N1(CCNCC1)C=1N=CC(=NC1)NC=1C(NC=CC1)=O 3-(5-(piperazin-1-yl)pyrazin-2-ylamino)pyridin-2(1H)-one